5-((3aR,6aS)-5-(4-(2-(2-aminopyridin-3-yl)-5-phenyl-3H-imidazo[4,5-b]pyridin-3-yl)benzyl)hexahydropyrrolo[3,4-c]pyrrol-2(1H)-yl)-2-hydroxybenzaldehyde NC1=NC=CC=C1C1=NC=2C(=NC(=CC2)C2=CC=CC=C2)N1C1=CC=C(CN2C[C@@H]3[C@H](C2)CN(C3)C=3C=CC(=C(C=O)C3)O)C=C1